N-(7-(6-(1-amino-2-(3,5-difluorophenyl)ethyl)-3H-imidazo[4,5-c]pyridin-7-yl)-4-chloro-1-methyl-1H-indazol-3-yl)methanesulfonamide NC(CC1=CC(=CC(=C1)F)F)C1=C(C2=C(C=N1)NC=N2)C=2C=CC(=C1C(=NN(C21)C)NS(=O)(=O)C)Cl